2-chloro-N,N-dimethyl-4-(4-oxopiperidin-1-yl)benzamide ClC1=C(C(=O)N(C)C)C=CC(=C1)N1CCC(CC1)=O